1-methyl-4-[(2S,4S)-2-methyl-4-(5-methyl-1,3-benzoxazol-2-yl)-1-piperidyl]-2-oxo-quinoline CN1C(C=C(C2=CC=CC=C12)N1[C@H](C[C@H](CC1)C=1OC2=C(N1)C=C(C=C2)C)C)=O